C(=O)(O)CC=1C=C(C=O)OC1 4-carboxymethyl-furfural